NC1=CC=C(C=C1)[C@@]1(O)[C@@H](O)[C@H](O)[C@H](O)[C@@H](O1)C.O=C[C@@H](O)[C@H](O)[C@H](O)[C@@H](O)C L-fucose (4-aminophenyl β-L-fucopyranoside)